6-(5-bromo-2-iodophenyl)-6-azaspiro[2.5]octane BrC=1C=CC(=C(C1)N1CCC2(CC2)CC1)I